6-cyclopropyl-5-(5-(5-(1-isopropyl-4-(trifluoromethyl)-1H-imidazol-2-yl)pyridin-2-yl)-1-methyl-4,5,6,7-tetrahydro-1H-pyrazolo[4,3-c]pyridin-3-yl)pyrimidin-4-ol C1(CC1)C1=C(C(=NC=N1)O)C1=NN(C2=C1CN(CC2)C2=NC=C(C=C2)C=2N(C=C(N2)C(F)(F)F)C(C)C)C